N-[5-(1H-benzimidazol-2-yl)-1H-pyrazol-3-yl]-6-[3-(hydroxymethyl)-1-piperidyl]pyridine-3-carboxamide N1C(=NC2=C1C=CC=C2)C2=CC(=NN2)NC(=O)C=2C=NC(=CC2)N2CC(CCC2)CO